COC(C1=CC=C(C=C1)COC1=C(C=CC=C1)C=O)=O.C1N(CCC12CNCC2)C(=O)OC(C)(C)C tert-butyl 2,7-diazaspiro[4.4]nonane-2-carboxylate methyl-4-(2-formylphenoxymethyl)benzoate